ClC=1C(=NC(=NC1)NC1CCOCC1)C1=CC=C2CN(C(C2=C1)=O)CC(=O)NC(CO)C1=NN(C=C1)C 2-(6-{5-chloro-2-[(oxacyclohex-4-yl)amino]pyrimidin-4-yl}-1-oxo-2,3-dihydro-1H-isoindol-2-yl)-N-[2-hydroxy-1-(1-methyl-1H-pyrazol-3-yl)ethyl]acetamide